3-amino-5-((3,5-Dimethoxyphenyl)ethynyl)imidazo[1,5-a]pyrazin-8(7H)-one NC1=NC=C2N1C(=CNC2=O)C#CC2=CC(=CC(=C2)OC)OC